CC(=C)[C@H](CCC(=O)C)CC(=O)SCCNC(=O)CCNC(=O)[C@@H](C(C)(C)COP(=O)(O)OP(=O)(O)OC[C@@H]1[C@H]([C@H]([C@@H](O1)N2C=NC3=C(N=CN=C32)N)O)OP(=O)(O)O)O The molecule is an unsaturated fatty acyl-CoA that results from the formal condensation of the thiol group of coenzyme A with the carboxylic acid group of 3-isopropenyl-6-oxoheptanoic acid. It has a role as a mouse metabolite. It is an oxo-fatty acyl-CoA, a branched-chain fatty acyl-CoA and a monounsaturated fatty acyl-CoA. It derives from a heptanoyl-CoA and a (3R)-3-isopropenyl-6-oxoheptanoic acid.